2-(2-(2-(benzo[d]-oxazol-2-ylamino)-1-methyl-1H-benzo[d]-imidazole-5-carboxamido)ethoxy)acetic acid O1C(=NC2=C1C=CC=C2)NC2=NC1=C(N2C)C=CC(=C1)C(=O)NCCOCC(=O)O